methacryloxybutyl-tris(vinyldimethylsiloxy)silane C(C(=C)C)(=O)OCCCC[Si](O[Si](C=C)(C)C)(O[Si](C=C)(C)C)O[Si](C)(C)C=C